C(C(CC)=O)ON=[SiH2] butanoneoximinosilane